N1-(1H-indol-2-ylmethyl)-N1-(5,6,7,8-tetrahydroquinolin-8-yl)-cyclohexane-1,4-diamine N1C(=CC2=CC=CC=C12)CN(C1CCC(CC1)N)C1CCCC=2C=CC=NC12